N,N'-Bis(2,6-diisopropylphenyl)ethan-1,2-diimine C(C)(C)C1=C(C(=CC=C1)C(C)C)N=CC=NC1=C(C=CC=C1C(C)C)C(C)C